C(C)(C)(C)OC(N(C)C1CCC(CC1)C=1C(=C2CCNC2=CC1F)F)=O N-[4-(4,6-difluoroindolin-5-yl)cyclohexyl]-N-methyl-carbamic acid tert-butyl ester